pyrido[3,4-c]pyrimido[5',4':4,5]pyrrolo[1,2-a]azepine C1=NC=CC2=C1C=1N(CC=C2)C2=C(C1)C=NC=N2